C(C1=CC=CC=C1)OC(=O)C1=CC2=C(S1)C=CC(=C2)I 5-Iodobenzo[b]thiophene-2-carboxylic acid benzyl ester